14-(3-((6-(trifluoromethyl)pyridin-3-yl)methyl)ureido)tetradecanoic acid FC(C1=CC=C(C=N1)CNC(NCCCCCCCCCCCCCC(=O)O)=O)(F)F